NC=1C=C(C(=O)NC2C(NC(CC2)=O)=O)C=CC1 3-amino-N-(2,6-dioxopiperidin-3-yl)benzamide